2-(4-butyryloxybenzoyloxy)ethyl-methacrylamide ETHYL-(1S,2S)-2-FORMYL-1-(4-METHOXYPHENYL)-3-METHYLBUTYLCARBAMATE C(C)N(C(O)=O)[C@@H]([C@H](C(C)C)C=O)C1=CC=C(C=C1)OC.C(CCC)(=O)OC1=CC=C(C(=O)OCCC=C(C(=O)N)C)C=C1